C(C)(C)(C)C=1C(OC(C1)=O)CC(=O)O (3-tert-butyl-5-oxo-2,5-dihydrofuran-2-yl)acetic acid